1-tert-butylcarbonyl-guanidine C(C)(C)(C)C(=O)NC(=N)N